FC(F)(F)S(=N)C(F)(F)F.[Li] lithium bis(trifluoromethyl)sulfimide salt